ClC=1C=C2C=NC(=NC2=CC1[C@H]1[C@@H](CN(CC1)C(=O)OC(C)(C)C)F)NC=1C=NN(C1Cl)C1CC1 |r| (3S,4S) and (3R,4R)-tert-butyl 4-(6-chloro-2-((5-chloro-1-cyclopropyl-1H-pyrazol-4-yl) amino) quinazolin-7-yl)-3-fluoropiperidine-1-carboxylate